(5S,6S)-6-cyclohexyl-5-(4-(4-(dimethoxymethyl)piperidin-1-yl)-3-fluorophenyl)-5,6,7,8-tetrahydronaphthalen-2-ol C1(CCCCC1)[C@H]1[C@H](C=2C=CC(=CC2CC1)O)C1=CC(=C(C=C1)N1CCC(CC1)C(OC)OC)F